C(C)(C)(C)OC(=O)N1[C@@H](CC[C@H](C1)F)C(=O)O (2S,5R)-1-(tert-butoxycarbonyl)-5-fluoropiperidine-2-carboxylic acid